5-((Diphenylmethylene)amino)-2-(4-methoxybenzyl)-3,4-dihydropyrrolo[1,2-c]pyrimidin-1(2H)-one C1(=CC=CC=C1)C(C1=CC=CC=C1)=NC=1C=CN2C(N(CCC21)CC2=CC=C(C=C2)OC)=O